oxaheptanyl-azacyclooctane O(CCCCCC)N1CCCCCCC1